N-((1R,3S)-3-((6-chloro-2-(trifluoromethyl)quinolin-4-yl)amino)cyclohexyl)-5-(difluoromethyl)-1-ethyl-1H-pyrazole-4-carboxamide ClC=1C=C2C(=CC(=NC2=CC1)C(F)(F)F)N[C@@H]1C[C@@H](CCC1)NC(=O)C=1C=NN(C1C(F)F)CC